5-(3,3-difluoro-1-piperidyl)-3-ethyl-N-[[6-[2-(4-piperidyloxy)ethoxy]-3-pyridyl]methyl]pyrazolo[1,5-a]pyrimidin-7-amine FC1(CN(CCC1)C1=NC=2N(C(=C1)NCC=1C=NC(=CC1)OCCOC1CCNCC1)N=CC2CC)F